C12(CC3CC(CC(C1)C3)C2)CC2=NOC(=N2)[C@H](CC2=CNC3=CC=CC=C23)NC(OC(C)(C)C)=O tert-butyl (S)-1-(3-(adamantan-1-yl)methyl-1,2,4-oxadiazol-5-yl)-2-(1H-indol-3-yl)ethylcarbamate